CC(C(=O)[O-])CCC(CCC)C 2,5-dimethyloctanate